F[C@@H]1C[C@@]2(CCCN2C1)COC1=NC=2C=CC=3C(C2C=N1)=CN(N3)C 7-(((2R,7aS)-2-fluorotetrahydro-1H-pyrrolizin-7a(5H)-yl)methoxy)-2-methyl-2H-pyrazolo[4,3-f]quinazolin